tert-butanol carbonate C(O)(=O)OC(C)(C)C